2-chloro-4-[[4-[[(1S)-2-hydroxy-1-phenyl-ethyl]amino]-5-(1H-1,2,4-triazol-5-yl)pyrimidin-2-yl]amino]-N-methyl-benzamide ClC1=C(C(=O)NC)C=CC(=C1)NC1=NC=C(C(=N1)N[C@H](CO)C1=CC=CC=C1)C1=NC=NN1